4-(2-methoxyphenoxy)piperidine Hydrochloride Cl.COC1=C(OC2CCNCC2)C=CC=C1